Tert-butyl (R)-3-((((S)-1-(3-(2-cyclopropoxypyridin-3-yl)pyrazolo[1,5-a]pyrimidin-5-yl)pyrrolidin-3-yl)carbamoyl)oxy)-3-methylpyrrolidine-1-carboxylate C1(CC1)OC1=NC=CC=C1C=1C=NN2C1N=C(C=C2)N2C[C@H](CC2)NC(=O)O[C@]2(CN(CC2)C(=O)OC(C)(C)C)C